C(C)(C)C1=CC(=NN1)N 5-Isopropyl-1H-pyrazol-3-amine